N-[5-(2,2-difluoroethyl)-4,6-dimethoxy-pyrimidin-2-yl]-7-pyrazin-2-yl-1H-indole-3-sulfonamide FC(CC=1C(=NC(=NC1OC)NS(=O)(=O)C1=CNC2=C(C=CC=C12)C1=NC=CN=C1)OC)F